2-(4,6-difluorophenyl)pyridine FC1=CC=C(C(=C1)F)C1=NC=CC=C1